C(C=C)(=O)O.C(C=C)(=O)O.C(C=C)(=O)O.OCC(CO)(CC)CO 2,2-dihydroxymethylbutanol triacrylate